FC1=C(C=CC=C1)C1(C(C(C2(C(C12C1=CC=CC=C1)=O)C(=O)NC1=CC=CC=C1)(C(C)C)O)=O)O 4-(fluorophenyl)-2,4-dihydroxy-2-isopropyl-N,5-diphenyl-3,6-dioxo-bicyclo[3.1.0]hexane-1-carboxamide